CC1=C(OC2=C(C=C(C=C2C1=O)C)[C@@H](C)OC1=C(C(=CC=C1)F)C1=NOC(N1)=O)C1=CC=CC=C1 3-[2-[(1R)-1-(3,6-Dimethyl-4-oxo-2-phenyl-chromen-8-yl)ethoxy]-6-fluoro-phenyl]-4H-1,2,4-oxadiazol-5-one